FC1=CC=C(C=C1)NC(=O)C1(CC1)C(=O)NC1=CC(=C(C=C1)OCC1=CC=CC=C1)F cyclopropane-1,1-dicarboxylic acid (4-benzyloxy-3-fluorophenyl)-amide (4-fluoro-phenyl)-amide